ClC1=CC(=C(N=N1)C1=CC=C(C=C1)OC)NCC1CCN(CC1)C(=O)OC(C)(C)C tert-butyl 4-((6-chloro-3-(4-methoxyphenyl)pyridazin-4-ylamino)methyl)piperidine-1-carboxylate